N-methyl-N-(3-(3-(methylamino)-1-phenylpropoxy)phenyl)acetamide CN(C(C)=O)C1=CC(=CC=C1)OC(CCNC)C1=CC=CC=C1